2-(2-(tetrahydro-3-furanyl)-4-morpholinyl)pteridine O1CC(CC1)C1CN(CCO1)C1=NC2=NC=CN=C2C=N1